2-[(4-methyl-phenyl)-sulfonyl]-propan-1-one CC1=CC=C(C=C1)S(=O)(=O)C(C=O)C